CN1C=C(C=CC1=O)C(=O)[O-] 1-methyl-6-oxopyridine-3-carboxylate